[O-]CC.[Al+3].[O-]CC.[O-]CC.[Al+3] aluminum sesquiethoxide